Tert-butyl ((4bR,9bR)-1-amino-4b-hydroxy-7-((1R,2R)-2-methylcyclopropyl)-10-oxo-4b,10-dihydro-9bH-indeno[1,2-b]benzofuran-9b-yl)carbamate NC1=C2C([C@]3([C@](OC4=C3C=CC(=C4)[C@H]4[C@@H](C4)C)(C2=CC=C1)O)NC(OC(C)(C)C)=O)=O